N1N=CC=C1[C@@H]1C[C@H](CCC1)CC(=O)NC1=NC=C(C(=C1)C1=C2N(N=C1)CC(C2)(C)C)Cl 2-((1s,3s)-3-(1H-pyrazol-5-yl)cyclohexyl)-N-(5-chloro-4-(5,5-dimethyl-5,6-dihydro-4H-pyrrolo[1,2-b]pyrazol-3-yl)pyridin-2-yl)acetamide